2-(3-((5-((R)-1,2,3,4-tetrahydro-1,8-naphthyridin-2-yl)pentyl)oxy)azetidin-1-yl)-2-(3,3,6-trimethyl-1,3-dihydroisobenzofuran-4-yl)acetic acid N1[C@@H](CCC2=CC=CN=C12)CCCCCOC1CN(C1)C(C(=O)O)C1=C2C(OCC2=CC(=C1)C)(C)C